3-(5-bromo-3-oxo-1,3-dihydro-2H-furo[3,2-e]isoindol-2-yl)piperidine-2,6-dione BrC=1C2=C(C=3CN(C(C3C1)=O)C1C(NC(CC1)=O)=O)C=CO2